3-(((1,4-dihydroquinazolin-2-yl)thio)methyl)-6-(3-fluorobenzyl)-5,6-dihydroimidazo[2,1-b]thiazole N1C(=NCC2=CC=CC=C12)SCC=1N2C(SC1)=NC(C2)CC2=CC(=CC=C2)F